CC1=C(C2=C(N(N=N2)COCC[Si](C)(C)C)C=C1C)N1CC=2N=C(N=C(C2CC1)OC)OCC12CCCN2CCC1 7-(5,6-dimethyl-1-((2-(trimethylsilyl)ethoxy)methyl)-1H-benzo[d][1,2,3]triazol-4-yl)-4-methoxy-2-((tetrahydro-1H-pyrrolizin-7a(5H)-yl)methoxy)-5,6,7,8-tetrahydropyrido[3,4-d]pyrimidine